N1N=CC(=C1)C=1C=C2C=C(N=CC2=CC1)NC([C@H](C)N1CCOCC1)=O (S)-N-(6-(1H-pyrazol-4-yl)isoquinolin-3-yl)-2-morpholinylpropanamide